OCC1=NC=CC=C1OC1CCN(CC1)C(=O)OC(C)(C)C tert-Butyl 4-((2-(hydroxymethyl)pyridin-3-yl)oxy)piperidine-1-carboxylate